S(=O)([O-])[O-].[NH4+].[NH4+] ammonium sulfite